NC1=NC(=C(C(=N1)N[C@H](CCO)CCC)CC1=CC=C(CN(CCNC(CCC(=CCCC(=CCCC(=CCCC=C(CCC=C(CCC=C(C)C)C)C)C)C)C)=O)C)C=C1)C N-{2-[{4-[(2-amino-4-{[(3S)-1-hydroxyhexan-3-yl]amino}-6-methylpyrimidin-5-yl)methyl]benzyl}(methyl)amino]ethyl}-4,8,12,17,21,25-hexamethylhexacosa-4,8,12,16,20,24-hexaenamide